ethyl 2-(4-(bis(tert-butoxycarbonyl)amino)pyridine-3-yl)thiazole-4-carboxylate C(C)(C)(C)OC(=O)N(C1=C(C=NC=C1)C=1SC=C(N1)C(=O)OCC)C(=O)OC(C)(C)C